O1CCN(CC1)C1=NC(=C2C=CC=NC2=C1)OC1CCC(CC1)NC(CCC)=O N-((1s,4s)-4-((7-Morpholino-1,6-naphthyridin-5-yl)oxy)cyclohexyl)butyramide